(S)-4-((2-(1-amino-1,3-dihydrospiro[indene-2,4'-piperidin]-1'-yl)-1H-imidazo[4,5-b]pyrazin-6-yl)thio)-3-chloro-1-methylpyridin-2(1H)-one N[C@@H]1C2=CC=CC=C2CC12CCN(CC2)C2=NC=1C(=NC(=CN1)SC1=C(C(N(C=C1)C)=O)Cl)N2